ClC1=C(C=C(C=C1)CC(=O)O)NC(=S)C1=C(C=C(C=C1)OCCC1CC1)C(F)(F)F (4-Chloro-3-{[4-(2-cyclopropylethoxy)-2-(trifluoromethyl)benzene-1-carbothioyl]amino}phenyl)acetic acid